N-(3-amino-4-(2-chloro-5-fluorophenoxy)-7-phenyl-1H-indazol-5-yl)-3-fluoro-5-(trifluoromethyl)benzamide NC1=NNC2=C(C=C(C(=C12)OC1=C(C=CC(=C1)F)Cl)NC(C1=CC(=CC(=C1)C(F)(F)F)F)=O)C1=CC=CC=C1